CC1=C(C=CC=C1C)C1=CC=C(C(=N1)N1C(C[C@@H](C1)C)(C)C)C(=O)NS(=O)(=O)C=1C(NC=CC1)=O 6-(2,3-Dimethylphenyl)-N-[(2-oxo-1H-pyridin-3-yl)sulfonyl]-2-[(4S)-2,2,4-trimethylpyrrolidin-1-yl]pyridin-3-carboxamid